5-((4-(4-methylthiazol-5-yl)benzyl)carbamoyl)pyrrolidin-3-yl 68-methyl-69-oxo-2,5,8,11,14,17,20,23,26,29,32,35,38,41,44,47,50,53,56,59,62,65-docosaoxa-68-azadoheptacontan-72-oate CN(CCOCCOCCOCCOCCOCCOCCOCCOCCOCCOCCOCCOCCOCCOCCOCCOCCOCCOCCOCCOCCOCCOC)C(CCC(=O)OC1CNC(C1)C(NCC1=CC=C(C=C1)C1=C(N=CS1)C)=O)=O